(1,2,4-triazol-1-yl)alanine N1(N=CN=C1)N[C@@H](C)C(=O)O